C(C)(=O)N1CCC(CC1)NCC1=C(C=C(C=C1)C1=NC=CC(=C1Cl)C=1C(=C(C=CC1)C=1N=C(C(=NC1)CNC1CCN(CC1)C(C)=O)OC)Cl)OC 1-(4-(((5-(3-(2-(4-(((1-acetylpiperidin-4-yl)amino)methyl)-3-methoxyphenyl)-3-chloropyridin-4-yl)-2-chlorophenyl)-3-methoxypyrazin-2-yl)methyl)amino)piperidin-1-yl)ethan-1-one